C[C@H]1N(CCC(C1)=O)C(=O)OC(C)(C)C tert-butyl (R)-2-methyl-4-oxo-piperidine-1-carboxylate